(2S)-N-[2-[[4-[[3-[1-(2,2-difluoroethyl)-3-(trifluoromethyl)pyrazol-4-yl]imidazo[1,2-a]pyrazin-8-yl]amino]-2-ethylbenzoyl]amino]ethyl]pyrrolidine-2-carboxamide FC(CN1N=C(C(=C1)C1=CN=C2N1C=CN=C2NC2=CC(=C(C(=O)NCCNC(=O)[C@H]1NCCC1)C=C2)CC)C(F)(F)F)F